OC=1C=C2CCC3([C@@H](C2=CC1)C1=CC=C(C=C1)N1CCC(CC1)CN1CCN(CC1)C=1C=C2CN(C(C2=CC1)=O)C1C(NC(CC1)=O)=O)CCCC3 3-(5-(4-((1-(4-((R)-6'-Hydroxy-3',4'-dihydro-1'H-spiro[cyclopentane-1,2'-naphthalen]-1'-yl)phenyl)piperidin-4-yl)methyl)piperazin-1-yl)-1-oxoisoindolin-2-yl)piperidine-2,6-dione